(2R)-2-Methoxy-2-[3-methoxy-5-(trifluoromethoxy)phenyl]-N-[5-[[(3R)-1-pyridazin-3-ylpyrrolidin-3-yl]amino]-1,3,4-thiadiazol-2-yl]acetamid CO[C@@H](C(=O)NC=1SC(=NN1)N[C@H]1CN(CC1)C=1N=NC=CC1)C1=CC(=CC(=C1)OC(F)(F)F)OC